(Z)-2-((3R,4S,5S,8S,9S,10S,11R,13R,14S,16S)-16-acetoxy-3,11-dihydroxy-4,8,10,14-tetramethylhexadecahydro-17H-cyclopenta[a]phenanthren-17-ylidene)-5-cyclopentylidenepentanoic acid C(C)(=O)O[C@H]\1C[C@@]2([C@]3(CC[C@H]4[C@@H]([C@@H](CC[C@@]4([C@@H]3[C@@H](C[C@H]2/C1=C(/C(=O)O)\CCC=C1CCCC1)O)C)O)C)C)C